ClC1=C(C(=O)NCC2=C(C=CC(=C2)OC(F)(F)F)F)C=C(C(=C1)C)C=1C=CC=2N(N1)C=C(N2)NC(C)=O 2-chloro-5-{2-acetamidoimidazo[1,2-b]pyridazin-6-yl}-N-{[2-fluoro-5-(trifluoromethoxy)phenyl]methyl}-4-methylbenzamide